ClC=1C=C(CC2=C(SC=3N4C(COCC32)=NN=C4C)C)C=CC1 3-(3-chlorobenzyl)-2,9-dimethyl-4H,6H-thieno[2,3-e][1,2,4]triazolo[3,4-c][1,4]oxazepine